3-(6-Aminopyridin-3-yl)-N-isopropylbenzamide NC1=CC=C(C=N1)C=1C=C(C(=O)NC(C)C)C=CC1